(R)-5-(3-cyclohexyl-7-fluoro-2-methyl-1,1-dioxido-5-phenyl-2,3,4,5-tetrahydrobenzo[f][1,2,5]thiadiazepin-8-yl)-3-fluorothiophene-2-carboxylic acid C1(CCCCC1)[C@H]1N(S(C2=C(N(C1)C1=CC=CC=C1)C=C(C(=C2)C2=CC(=C(S2)C(=O)O)F)F)(=O)=O)C